CC(C(C)=O)=O butandione